1-(3-(4-((1-(2,6-dimethoxy-4-(1,4,5-trimethyl-6-oxo-1,6-dihydropyridin-3-yl)phenethyl)piperidin-4-yl)oxy)piperidine-1-carbonyl)phenyl)dihydropyrimidine-2,4(1H,3H)-dione COC1=C(CCN2CCC(CC2)OC2CCN(CC2)C(=O)C=2C=C(C=CC2)N2C(NC(CC2)=O)=O)C(=CC(=C1)C1=CN(C(C(=C1C)C)=O)C)OC